4-bromo-1-(2-(3,3-difluoropyrrolidin-1-yl)-2-oxoethyl)-1'-(1H-pyrazolo[3,4-b]pyridine-5-carbonyl)spiro[indoline-3,4'-piperidin]-2-one BrC1=C2C(=CC=C1)N(C(C21CCN(CC1)C(=O)C=1C=C2C(=NC1)NN=C2)=O)CC(=O)N2CC(CC2)(F)F